10-(3-((tert-butyldimethylsilyl)oxy)propoxy)-7,8-dichloro-1,6-dimethyl-3,4,5,6-tetrahydroazepino[4,5-b]indol-2(1H)-one [Si](C)(C)(C(C)(C)C)OCCCOC=1C=2C3=C(N(C2C(=C(C1)Cl)Cl)C)CCNC(C3C)=O